2-[4-[(3S)-3-(5-cyano-2-pyridinyl)isoxazolidine-2-carbonyl]-1-piperidinyl]-5-fluoro-pyrimidine-4-carboxamide C(#N)C=1C=CC(=NC1)[C@H]1N(OCC1)C(=O)C1CCN(CC1)C1=NC=C(C(=N1)C(=O)N)F